5-((3'-fluoro-[1,1'-biphenyl]-4-yl)oxy)-1H-1,2,3-triazole-4-carboxylic acid FC=1C=C(C=CC1)C1=CC=C(C=C1)OC1=C(N=NN1)C(=O)O